C(=O)(O)CCCN(C1=CC=C(C=C1)/N=N/C1=C(C=C(C=C1)\N=N\C1=CC=C(C=C1)S(=O)(=O)[O-])S(=O)(=O)[O-])C.[Na+].[Na+] Sodium 2-((E)-(4-((3-carboxypropyl)(methyl)amino)phenyl)diazenyl)-5-((E)-(4-sulfonatophenyl)diazenyl)benzenesulfonate